Ethyl 2-(1-cyclobutyl-1H-pyrazol-4-yl)-3-fluoro-5-({[1-(2-fluoro-4-methylphenyl)cyclopropyl]carbonyl} amino)benzoate C1(CCC1)N1N=CC(=C1)C1=C(C(=O)OCC)C=C(C=C1F)NC(=O)C1(CC1)C1=C(C=C(C=C1)C)F